1-[2-(1,4-diazepan-1-yl)-5-fluoropyrimidin-4-yl]-N-(1-{imidazo[1,2-a]pyridin-3-yl}ethyl)azetidine-3-carboxamide N1(CCNCCC1)C1=NC=C(C(=N1)N1CC(C1)C(=O)NC(C)C1=CN=C2N1C=CC=C2)F